3-amino-4-methylthiophene NC1=CSC=C1C